[Si](C1=CC=CC=C1)(C1=CC=CC=C1)(C(C)(C)C)O[C@@H]1[C@H](O[C@H]([C@@H]1OCCOC)N1C(NC(C(=C1)C)=O)=O)C1C(C1)P(OC)(OC)=O dimethyl [2-[(2R,3R,4R,5R)-3-[(tert-butyldiphenylsilyl)oxy]-4-(2-methoxyethoxy)-5-(5-methyl-2,4-dioxo-1,2,3,4-tetrahydropyrimidin-1-yl)oxolan-2-yl]cyclopropyl]phosphonate